OC(CC(O)O)CC 3-hydroxypentanediol